SC1CN(C1)[C@H]1C[C@H](CCC1)NC(OCC1=CC=C(C=C1)[N+](=O)[O-])=O 4-nitrobenzyl ((1S,3R)-3-(3-mercaptoazetidin-1-yl)cyclohexyl)carbamate